pyrophosphoric acid silicate [Si](O)(O)(O)O.P(=O)(O)(O)OP(=O)(O)O